5-(4-chloro-2-fluorophenyl)-2,3-dimethyl-7-((R)-2-((S)-oxetan-2-yl)morpholino)pyrido[4,3-d]pyrimidin-4(3H)-one ClC1=CC(=C(C=C1)C1=NC(=CC=2N=C(N(C(C21)=O)C)C)N2C[C@@H](OCC2)[C@H]2OCC2)F